COC1=NC2=CC=CC=C2C=C1C1=CN=C(N1)[C@H](COCCCC(C(=O)NC)=O)NC(=O)C1=CN=CS1 N-[(1R)-1-[5-(2-methoxyquinolin-3-yl)-1H-imidazol-2-yl]-2-{[5-(methylamino)-4,5-dioxopentyl]oxy}ethyl]-1,3-thiazole-5-carboxamide